6-bromo-2-(4,4-difluorocyclohexen-1-yl)-3-fluoro-pyridine BrC1=CC=C(C(=N1)C1=CCC(CC1)(F)F)F